phenylether C1(=CC=CC=C1)OC1=CC=CC=C1